C(C)(C)(C)OC([C@@H](NC(=O)OC(C)(C)C)CC(=O)O)=O (t-butoxycarbonyl)-L-aspartic acid tert-butyl ester